Tert-butyl 5-chloro-3-(cyanomethyl)-1H-indole-1-carboxylate ClC=1C=C2C(=CN(C2=CC1)C(=O)OC(C)(C)C)CC#N